7-(8-methoxy-2-methyl-imidazo[1,2-b]pyridazin-6-yl)-2-[(3s,4s)-3,4-difluoro-4-piperidinyl]thiazolo[3,2-a]pyrimidin-5-one COC=1C=2N(N=C(C1)C=1N=C3N(C(C1)=O)C=C(S3)[C@]3([C@H](CNCC3)F)F)C=C(N2)C